ClC1=NC=C2C=C(C(N(C2=C1)C)=O)C=1C(=NC(=CC1)C)C 7-chloro-3-(2,6-dimethylpyridin-3-yl)-1-methyl-1,6-naphthyridin-2-one